ClC1=CC=C(C=C1)C=1N=C2N(C=CC=N2)C1CN1CC2CCC(C1)N2C(=O)C2=NC(=CC=C2)NC (3-{[2-(4-chlorophenyl)imidazo[1,2-a]pyrimidin-3-yl]methyl}-3,8-diazabicyclo[3.2.1]oct-8-yl)[6-(methylamino)pyridin-2-yl]methanone